ClC1=C(C(=O)NC2=C3C=NN(C3=CC=C2)C2=CC(=CC=C2)OCC)C=C(C=C1)CNC(C(C)(C)C)=O 2-chloro-5-{[(2,2-dimethylpropionyl)amino]methyl}-N-[1-(3-ethoxyphenyl)-1H-indazol-4-yl]benzamide